C(#N)C1CCN(CC1)C1=NC(=CC(=N1)C1=NN=C(O1)C1=C(C=C(C=C1)NS(=O)(=O)CCO)N1CCC2(CC2)CC1)C N-(4-(5-(2-(4-Cyanopiperidin-1-yl)-6-methylpyrimidin-4-yl)-1,3,4-oxadiazol-2-yl)-3-(6-azaspiro[2.5]octan-6-yl)phenyl)-2-hydroxyethane-1-sulfonamide